NCC(C[Si](OC)(OC)OC)C 3-amino-2-methylpropyl-trimethoxysilane